tert-butyl 6-fluoro-3-(3-((6-fluoronaphthalen-1-yl)oxy)propyl)-7-(2-methyl-6,7-dihydro-4H-pyrazolo[5,1-c][1,4]oxazin-3-yl)-1-(2-(piperazin-1-yl)ethyl)-1H-indole-2-carboxylate FC1=CC=C2C(=C(N(C2=C1C=1C(=NN2C1COCC2)C)CCN2CCNCC2)C(=O)OC(C)(C)C)CCCOC2=CC=CC1=CC(=CC=C21)F